CC(C)(C(CC)(C)C(C(C(C(=O)[O-])(C(C(C)(C)C)(CC)C)C(C(C)(C)C)(CC)C)(O)C(=O)[O-])C(=O)[O-])C Tri(2,2,3-trimethyl-3-pentyl)citrat